C1=CC=CC=2OC3=CC=CC=C3SC12 phenoxathiine